C(CCCCCCCCCCCC)OC(C(O)C)=O lactic acid tridecyl ester